4-(dimethylamino)-1-(3-(5-(3-methoxyprop-1-yn-1-yl)thiophene-2-carbonyl)-3,6-diazabicyclo[3.1.1]heptan-6-yl)but-2-en-1-one CN(CC=CC(=O)N1C2CN(CC1C2)C(=O)C=2SC(=CC2)C#CCOC)C